2-(4-methoxyphenyl)-5-methyl-oxazole-4-carboxylic acid COC1=CC=C(C=C1)C=1OC(=C(N1)C(=O)O)C